N-(pyrazine-2-ylmethyl)acetamide N1=C(C=NC=C1)CNC(C)=O